N-(4-(2-methoxyethyl)phenyl)thiophene-2-carboxamide COCCC1=CC=C(C=C1)NC(=O)C=1SC=CC1